C(C=C)(=O)OC(C)CC secbutyl acrylate